N=1C=NN2C1C=CC(=C2)C2=CC(=NN2C2=NC(=CC=C2)C)CC(=O)NCC2=C(C=CC=C2)F 5-([1,2,4]triazolo[1,5-a]pyridin-6-yl)-N-(2-fluorobenzyl)-1-(6-methylpyridin-2-yl)-1H-pyrazole-3-carboxyamide